4-((2R,3R,4R,5S)-3-(2-(difluoromethoxy)-4-fluorophenyl)-4,5-dimethyl-5-(trifluoromethyl)tetrahydrofuran-2-carboxamido)picolinamide FC(OC1=C(C=CC(=C1)F)[C@@H]1[C@@H](O[C@@]([C@@H]1C)(C(F)(F)F)C)C(=O)NC1=CC(=NC=C1)C(=O)N)F